8-(2-(((tert-butyldimethylsilyl)oxy)methyl)-6-methylpyridin-3-yl)-N-((5-fluoro-2,3-dihydrobenzofuran-4-yl)methyl)-1-iodoimidazo[1,5-c]pyrimidin-5-amine [Si](C)(C)(C(C)(C)C)OCC1=NC(=CC=C1C=1C=2N(C(=NC1)NCC1=C(C=CC3=C1CCO3)F)C=NC2I)C